4-(4,4-difluoropiperidin-1-yl)-7H-pyrrolo[2,3-d]pyrimidine FC1(CCN(CC1)C=1C2=C(N=CN1)NC=C2)F